O=C1NC(CCC1N1C(C2=CC=CC(=C2C1=O)OCC(=O)NCCOCCNC(C1=C(C=C(C=C1)C=1C=NC=2N(N1)C(=CN2)CC=2C=C1C=CC=NC1=CC2)F)=O)=O)=O N-(2-(2-(2-((2-(2,6-dioxopiperidin-3-yl)-1,3-dioxoisoindolin-4-yl)oxy)acetamido)ethoxy)ethyl)-2-fluoro-4-(7-(quinolin-6-ylmethyl)imidazo[1,2-b][1,2,4]triazin-2-yl)benzamide